C(C=CCCC(=O)O)(=O)O 2-hexene-1,6-dioic acid